BrC1=CC(=C(CC2(CCN(CC2)C(=O)OC(C)(C)C)CO)C=C1)F tert-butyl 4-(4-bromo-2-fluorobenzyl)-4-hydroxymethylpiperidine-1-carboxylate